3-(4-methoxybenzyl)-1-(1H-pyrazol-4-yl)dihydropyrimidine-2,4(1H,3H)-dione COC1=CC=C(CN2C(N(CCC2=O)C=2C=NNC2)=O)C=C1